tert-butyl 2-(3-fluoropyridin-2-yl)-2-methyl-1-((5-(trifluoromethyl)pyridin-2-yl)methyl)hydrazine-1-carboxylate FC=1C(=NC=CC1)N(N(C(=O)OC(C)(C)C)CC1=NC=C(C=C1)C(F)(F)F)C